ClC1=C(C=CC=C1F)C1CCN(CC1)CC=1C=C2C(N(C(C2=CC1)=O)N1C(NC(CC1)=O)=O)=O 5-((4-(2-chloro-3-fluorophenyl)piperidin-1-yl)methyl)-2-(2,4-dioxotetrahydropyrimidin-1(2H)-yl)isoindoline-1,3-dione